CN(C1=CC=C(C(=O)NCCCCCCC(=O)NO)C=C1)C 4-(dimethylamino)-N-(7-(hydroxyamino)-7-oxoheptyl)benzamide